2-bromo-5-fluoro-1,3-dipropylbenzene BrC1=C(C=C(C=C1CCC)F)CCC